S(=O)(=O)(O)O.NCCC1=CC(O)=C(O)C=C1 dopamine-sulfate